mentha-2,8-dien C1(C=CC(CC1)C(=C)C)C